CC=1NC(=C(C(C1C(C)=O)C=1C2=C(SC1)C=CC(=C2)C(=O)N2CCOCC2)C(C)=O)C 1,1'-(2,6-dimethyl-4-(5-(morpholine-4-carbonyl)benzo[b]thiophen-3-yl)-1,4-dihydropyridin-3,5-diyl)bis(ethan-1-one)